2-chloro-N-(5-chloro-6-(2H-1,2,3-triazol-2-yl)pyridin-3-yl)-4-(3-methylpyridin-4-yl)benzamide ClC1=C(C(=O)NC=2C=NC(=C(C2)Cl)N2N=CC=N2)C=CC(=C1)C1=C(C=NC=C1)C